FC1=C(C=C(C=C1)NC1=NC=CC(=N1)C=1C=C2C(CN=CC2=CC1)(C)C)CS(=O)(=O)C 6-(2-((4-Fluoro-3-((methylsulfonyl)methyl)phenyl)amino)pyrimidin-4-yl)-4,4-dimethyl-3,4-Dihydroisoquinolin